C12(CC3CC(CC(C1)C3)C2)CC(=O)NN2C(C3=CC=C(C=C3C(=N2)C2=CC=C(C=C2)OC)Br)=O 2-(adamantan-1-yl)-N-[6-bromo-4-(4-methoxyphenyl)-1-oxophthalazin-2(1H)-yl]acetamide